BrC1=CC=CC=2N(C(N(C21)C)=O)C2C(NC(CC2)=O)=O 3-(4-bromo-3-methyl-2-oxo-2,3-dihydro-1H-benzo[D]imidazol-1-yl)piperidine-2,6-dione